2-(2-chlorophenyl)acetic acid methyl ester hydrochloride Cl.COC(CC1=C(C=CC=C1)Cl)=O